OC1=CC=CC(=N1)N(CCC(=O)[O-])C 3-[(6-hydroxy-2-pyridyl)-methyl-amino]propanoate